1-ethyl-1,4-dihydro-pyrimido[4,5-d]oxazin-2-one C(C)N1C(NCC2=C1C=NOC2)=O